[Co](Cl)Cl.N1C=NC=C1 imidazole cobalt chloride